S1C(=NC2=C1C=CC=C2)NC2=CC(=C(N=N2)NC=2SC=C(N2)C(=O)O)C(C)C ({6-[(1,3-benzothiazol-2-yl)amino]-4-(propan-2-yl)pyridazin-3-yl}amino)-1,3-thiazole-4-carboxylic acid